N-(1-methylcyclopropyl)-1-[8-(1H-pyrazol-4-yl)-6H-isochromeno[3,4-b]pyridin-3-yl]pyrrolidin-3-amine CC1(CC1)NC1CN(CC1)C1=CC=C2C(=N1)OCC=1C=C(C=CC12)C=1C=NNC1